(((5-chloro-3-(difluoromethyl)-1-methyl-1H-pyrazol-4-yl)sulfonyl)fluoromethyl)piperidine-1-carboxylic acid tert-butyl ester C(C)(C)(C)OC(=O)N1C(CCCC1)C(F)S(=O)(=O)C=1C(=NN(C1Cl)C)C(F)F